BrC1=C(CN(C(OCC)=O)C2CC3=CC=CC=C3C2)C=CC(=C1)Cl ethyl (2-bromo-4-chlorobenzyl)(2,3-dihydro-1H-inden-2-yl)carbamate